(3-chloro-4-oxo-4,5,6,7-tetrahydropyrazolo[1,5-a]pyrazin-2-yl)boronic acid ClC=1C(=NN2C1C(NCC2)=O)B(O)O